NC/C(/CN1N=CN(C1=O)C=1C(=C(C=CC1)C1=CC=C(C=C1)NC(C)=O)C)=C\F N-(3'-{1-[(2E)-2-(aminomethyl)-3-fluoroprop-2-en-1-yl]-5-oxo-1,5-dihydro-4H-1,2,4-triazol-4-yl}-2'-methylbiphenyl-4-yl)acetamide